1-(isoindolin-5-yl)dihydropyrimidine-2,4(1H,3H)-dione 2,2,2-trifluoroacetate FC(C(=O)O)(F)F.C1NCC2=CC(=CC=C12)N1C(NC(CC1)=O)=O